FC(C)(F)C1=NC(=CC(=N1)NC1=CC(=NC=C1C1=NC=NS1)NC(C)=O)C N-(4-((2-(1,1-difluoroethyl)-6-methylpyrimidin-4-yl)amino)-5-(1,2,4-thiadiazol-5-yl)pyridin-2-yl)acetamide